COCCNCC1=CC=C2CNC(C2=C1)=O 6-(((2-methoxyethyl)amino)methyl)isoindolin-1-one